ClC1=NC=CC=C1CC(=O)N1C(CC2=CC(=CC(=C12)F)C1=NC(=NC=C1C)NC1=CC=NN1C)COC 2-(2-chloropyridin-3-yl)-1-(7-fluoro-2-(methoxymethyl)-5-(5-methyl-2-((1-methyl-1H-pyrazol-5-yl)amino)pyrimidin-4-yl)indolin-1-yl)ethan-1-one